1-(5-(Isoxazol-4-yl)isochroman-1-yl)-N-methylmethanamine hydrochloride salt Cl.O1N=CC(=C1)C1=C2CCOC(C2=CC=C1)CNC